ClC=1C=CC(=C(C1)C1=CC(=C(N=N1)C)NC1=CC(=NC=C1)NC(CCN1CCSCC1)=O)F N-(4-{[6-(5-Chloro-2-Fluorophenyl)-3-Methylpyridazin-4-yl]Amino}Pyridin-2-yl)-3-(Thiomorpholin-4-yl)Propanamid